COC1=CC=C(C=C1)C(C)N1CN=C2C=CC=CC2=C1 3-(1-(4-methoxyphenyl)ethyl)quinazolin